CN(C=1C=C(CN(C2=CC(=CC=C2)OCCOC2=CC(=CC=C2)N(C)C)CC2=CC(=CC=C2)OC)C=CC1)C N-(3-(dimethylamino)benzyl)-3-(2-(3-(dimethylamino)phenoxy)ethoxy)-N-(3-methoxybenzyl)aniline